1-bromo-2-(isopropoxymethyl)benzene tert-butyl-N-{3-[(5-bromopyridin-3-yl)carbamoyl]propyl}-N-methylcarbamate C(C)(C)(C)OC(N(C)CCCC(NC=1C=NC=C(C1)Br)=O)=O.BrC1=C(C=CC=C1)COC(C)C